CC1=CC=C(C=C)C=C1 para-methylstyrene